(3r,4r,5s)-5-(4-aminopyrrolo[2,1-f][1,2,4]triazin-7-yl)-4-fluoro-2-methylenetetrahydrofuran-3-ol NC1=NC=NN2C1=CC=C2[C@H]2[C@@H]([C@@H](C(O2)=C)O)F